CC=1NC2=CC=C(C=C2C1C(C(F)F)O)C 1-(2,5-dimethyl-1H-indol-3-yl)-2,2-difluoroethane-1-ol